1-(3-chloro-2-fluorophenyl)piperazine ClC=1C(=C(C=CC1)N1CCNCC1)F